ClC=1C=C(C(=NC1)N1C([C@@H](N(C(C1)=O)[C@@H](C)C1=CC=C(C=C1)C(F)(F)F)C(C)C)=O)F (S)-1-(5-chloro-3-fluoro-pyridin-2-yl)-3-isopropyl-4-((S)-1-(4-(trifluoro-methyl)phenyl)ethyl)piperazine-2,5-dione